1-(1-oxo-2H-naphtho[1,8-cd]isothiazole-5-yl)-5-(trifluoromethyl)-N-(2-(trifluoromethyl)pyridin-4-yl)-1H-pyrazole-4-carboxamide O=S1NC2=C3C1=CC=CC3=C(C=C2)N2N=CC(=C2C(F)(F)F)C(=O)NC2=CC(=NC=C2)C(F)(F)F